N-(3-(3'-chloro-6-methoxy-5-((((5-oxopyrrolidin-2-yl)methyl)amino)methyl)-[2,4'-bipyridin]-2'-yl)-2-methylphenyl)-3-hydroxy-5-(((2-hydroxyethyl)amino)methyl)picolinamide ClC=1C(=NC=CC1C1=NC(=C(C=C1)CNCC1NC(CC1)=O)OC)C=1C(=C(C=CC1)NC(C1=NC=C(C=C1O)CNCCO)=O)C